CC1(OB(OC1(C)C)C=1C=NC(=NC1)NC1=C(C=CC=C1)OC(F)(F)F)C 5-(4,4,5,5-tetramethyl-1,3,2-dioxaborolan-2-yl)-N-[2-(trifluoro-methoxy)phenyl]pyrimidin-2-amine